BrC=1C=C(C=NC1)C1=CC=C2C(NN=C(C2=C1)CN1C(C2=CC=CC=C2C1=O)=O)=O 2-[[7-(5-bromo-3-pyridyl)-4-oxo-3H-phthalazin-1-yl]methyl]isoindoline-1,3-dione